Zirconium silicon sulfur [S].[Si].[Zr]